2-(azetidin-1-yl)-4-[4-(2-hydroxyethoxy)phenyl]-6-[(4-methoxyphenyl)-methyl-sulfanyl]pyridine-3,5-dicarbonitrile N1(CCC1)C1=NC(=C(C(=C1C#N)C1=CC=C(C=C1)OCCO)C#N)SCC1=CC=C(C=C1)OC